9-(aminoethoxy)phenoxazine NCCOC=1C=CC=C2OC=3C=CC=CC3NC12